hexahydropyrazolo[1,2-a]pyrazole C1CCN2N1CCC2